2-amino-4-bromo-3,6-difluorobenzamide NC1=C(C(=O)N)C(=CC(=C1F)Br)F